heptenyl diphosphate O(P([O-])(=O)OP(=O)([O-])[O-])C=CCCCCC